Docosdienoic acid C(C=CC=CCCCCCCCCCCCCCCCCC)(=O)O